bis[triisopropylsilylethynyl]pentacene C(C)(C)[Si](C(C)C)(C(C)C)C#CC=1C2=CC3=CC=CC=C3C=C2C(=C2C=C3C=CC=CC3=CC12)C#C[Si](C(C)C)(C(C)C)C(C)C